ClC1=C(C(=O)C=2C=NN(C2OCC2=CC=CC=C2)C)C=CC(=C1)Cl 4-(2,4-dichlorobenzoyl)-1-methyl-5-benzyl-oxypyrazole